4-(3-chloro-4-(9-(2,6-difluorobenzyl)-6-(1-methylcyclopropoxy)-9H-purin-8-yl)phenoxy)-2-methylbutanoic acid ClC=1C=C(OCCC(C(=O)O)C)C=CC1C=1N(C2=NC=NC(=C2N1)OC1(CC1)C)CC1=C(C=CC=C1F)F